O(O)O.[Fe] Iron Oxyhydroxide